C(C=C)N=C=S AllylIsothiocyanate